(+/-)-Trans-4-(benzoyloxy)-3-methylpiperidine-1-carboxylic acid tert-butyl ester C(C)(C)(C)OC(=O)N1C[C@H]([C@@H](CC1)OC(C1=CC=CC=C1)=O)C |r|